5-(3-ethoxy-1-(1-methylpiperidin-4-yl)-1H-pyrazol-4-yl)-3-(6-methoxypyridin-3-yl)-1-tosyl-1H-pyrrolo[2,3-b]pyridine C(C)OC1=NN(C=C1C=1C=C2C(=NC1)N(C=C2C=2C=NC(=CC2)OC)S(=O)(=O)C2=CC=C(C)C=C2)C2CCN(CC2)C